2,2,2-trifluoroethyl 4-methylbenzene-sulfonate CC1=CC=C(C=C1)S(=O)(=O)OCC(F)(F)F